5-(2',4'-dimethoxy-3,4,5,6-tetrahydro-2H-[1,3']bipyridinyl-4-yl)-2-methyl-7-(2-trifluoromethyl-benzyl)-2,4,5,7-tetrahydro-pyrazolo[3,4-d]pyrimidin-6-one COC1=NC=CC(=C1N1CCC(CC1)N1C(N(C=2C(C1)=CN(N2)C)CC2=C(C=CC=C2)C(F)(F)F)=O)OC